3-iodo-2-(tetrahydro-furan-3-yloxy)-pyridine IC=1C(=NC=CC1)OC1COCC1